N1CCCC2=CC(=CC=C12)OCC(=O)O 2-((1,2,3,4-tetrahydroquinolin-6-yl)oxy)acetic acid